palladium dichloro[1,1'-Bis(diphenylphosphino)ferrocene] ClC1=C([C-](C=C1)P(C1=CC=CC=C1)C1=CC=CC=C1)Cl.[C-]1(C=CC=C1)P(C1=CC=CC=C1)C1=CC=CC=C1.[Fe+2].[Pd]